ClC=1C(=NC(=NC1)NC1=CC(=C(C=C1OC)N1CCC2(CC(C2)CC#N)CC1)CC)NC1=C(C(=C(C=C1)C)C)P(=O)(C)C 2-(7-(4-((5-chloro-4-((2-(dimethylphosphoryl)-3,4-dimethylphenyl)amino)pyrimidin-2-yl)amino)-2-ethyl-5-methoxyphenyl)-7-azaspiro[3.5]nonan-2-yl)acetonitrile